styrene-acrylonitrile methacrylate C(C(=C)C)(=O)O.C(=CC1=CC=CC=C1)C=CC#N